3-(3H-pyrrolo[3,2-f][1,7]naphthyridin-1-yl)cyclobutane-1-carboxylic acid C1(=CNC=2C1=C1C=CC=NC1=CN2)C2CC(C2)C(=O)O